COC(=O)C=1C=C2C(=CNC2=CC1)CC(C)NCC(C)(F)F 3-(2-((2,2-difluoropropyl)amino)propyl)-1H-indole-5-carboxylic acid methyl ester